dihydrostilbenic acid C1(C(C=CC=C1)C(=O)O)C=CC1=CC=CC=C1